Cl.Cl.Cl.NC1=CC(=CC(=C1)N)N 1,3,5-triaminobenzene tri-hydrochloride